N1-benzyl-N4-(4-(tert-butyl)phenyl)-2-methylcyclohexane-1,4-diamine C(C1=CC=CC=C1)NC1C(CC(CC1)NC1=CC=C(C=C1)C(C)(C)C)C